Methyl 4-(3-methoxyphenyl)-3,6-dihydro-2H-pyran-5-carboxylate COC=1C=C(C=CC1)C=1CCOCC1C(=O)OC